CNCCCCCC(=O)[O-].CNCCCCCC(=O)[O-].C(CCC)[Sn+2]CCCC dibutyl-tin bis(6-methylaminohexanoate)